chlorodiethoxysilylbenzene Cl[Si](OCC)(OCC)C1=CC=CC=C1